C(C)(=O)OCC(C)OC(C)=O 1,2-Propylenglycol diacetat